3-(isobutyryloxy)propyltrimethoxysilane C(C(C)C)(=O)OCCC[Si](OC)(OC)OC